FC1=C(C=CC=C1)S(=O)(=O)C(C1=CC=CC=C1)C=1SC(=CC1)C (((2-fluorophenyl)sulfonyl)(phenyl)methyl)-5-methylthiophene